O=C1CC(N(C1)C(=O)O)C(=O)N1CSCC1 4-oxo-2-(3-thiazolidinecarbonyl)-1-pyrrolidinecarboxylic acid